(R)-4-(6-((4-cyano-2-fluorobenzyl)oxy)pyridin-2-yl)-2-(fluoromethyl)piperidine C(#N)C1=CC(=C(COC2=CC=CC(=N2)C2C[C@@H](NCC2)CF)C=C1)F